6'-methoxycinchonan-9-ol COC1=CC=C2N=CC=C(C([C@H]3C[C@H]4[C@H](CN3CC4)C=C)O)C2=C1